methyl 4-amino-6-chloropyridazine-3-carboxylate NC1=C(N=NC(=C1)Cl)C(=O)OC